SCSC(SC)CC(SCS)SCS 3,5-bis(mercaptomethylthio)-7-mercapto-2,6-dithiaheptane